(-)-N-[3-chloro-1-(3-pyridyl)-1H-pyrazol-4-yl]-N-ethyl-3-[(3,3,3-trifluoropropyl)sulfinyl]propanamide ClC1=NN(C=C1N(C(CCS(=O)CCC(F)(F)F)=O)CC)C=1C=NC=CC1